trifluorotriethynylbenzene FC1=C(C(=C(C(=C1C#C)C#C)C#C)F)F